C(CCCCCCCCCCCCCCC)OC(=O)OOC(=O)OCCCCCCCCCCCCCCCC Dihexadecylperoxydicarbonat